NC1=NC=C(C=N1)NC(=O)NC(C(F)(F)F)C=1OC2=C(C1C)C(=CC=C2F)F 1-(2-aminopyrimidin-5-yl)-3-(1-(4,7-difluoro-3-methylbenzofuran-2-yl)-2,2,2-trifluoroethyl)urea